1-(3,5-dichlorophenyl-methyl)-1H-1,2,3-triazole-4-carboxylic acid ClC=1C=C(C=C(C1)Cl)CN1N=NC(=C1)C(=O)O